Hexyl-benzol C(CCCCC)C1=CC=CC=C1